5-((4-(5-cyano-3,3-dimethyl-1H,2H,3H-pyrrolo[3,2-b]pyridin-1-yl)-1,3,5-triazin-2-yl)amino)-2-((2-(dimethylamino)ethyl)(methyl)amino)-4-methoxybenzene C(#N)C1=CC=C2C(=N1)C(CN2C2=NC(=NC=N2)NC=2C(=CC(=CC2)N(C)CCN(C)C)OC)(C)C